iodo methyl sulfoxide CS(=O)I